calcium (1R,2S)-cis-cyclohexane-1,2-dicarboxylate [C@@H]1([C@H](CCCC1)C(=O)[O-])C(=O)[O-].[Ca+2]